C(C)C1=NSC=C1NC(OC)=O methyl (3-ethylisothiazol-4-yl)carbamate